5-(1-(4-fluorobenzyl)-3,4-dimethyl-2-oxo-5-phenyl-2,3-dihydro-1H-pyrrol-3-yl)valeronitrile FC1=CC=C(CN2C(C(C(=C2C2=CC=CC=C2)C)(C)CCCCC#N)=O)C=C1